C(C)(=O)OCCCBr 3-bromopropyl acetate